C(#N)C(CNC=1C(=CC=C2C=CC(=CC12)C1=CC=CC(=N1)C(=O)NCC(F)(F)F)OC)=C 6-{8-[(2-cyano-2-methylideneethyl)amino]-7-methoxynaphthalen-2-yl}-N-(2,2,2-trifluoroethyl)pyridine-2-carboxamide